3-(5-((2-(4,4-dimethylpiperidin-1-yl)cyclopentyl)oxy)-1-oxoisoindolin-2-yl)piperidine-2,6-dione CC1(CCN(CC1)C1C(CCC1)OC=1C=C2CN(C(C2=CC1)=O)C1C(NC(CC1)=O)=O)C